(1s,3s)-3-(cyanoamino)-N-(7-cyclobutoxy-1,3-benzothiazol-2-yl)-1-fluorocyclobutane-1-carboxamide C(#N)NC1CC(C1)(C(=O)NC=1SC2=C(N1)C=CC=C2OC2CCC2)F